2-bromo-N1,N1-bis(4-(tert-butyl)phenyl)-N3-(naphthalen-1-yl)-N3-phenylbenzene-1,3-diamine BrC1=C(C=CC=C1N(C1=CC=CC=C1)C1=CC=CC2=CC=CC=C12)N(C1=CC=C(C=C1)C(C)(C)C)C1=CC=C(C=C1)C(C)(C)C